tert-butyl (R)-4-(2-(3-((6-(4-hydroxybenzo[b]thiophen-5-yl)-5-methylpyridazin-3-yl)amino)piperidin-1-yl)acetyl)piperazine-1-carboxylate OC1=C(C=CC=2SC=CC21)C2=C(C=C(N=N2)N[C@H]2CN(CCC2)CC(=O)N2CCN(CC2)C(=O)OC(C)(C)C)C